ClC=1C=C(C=CC1F)C1=C(N=NN1C)C(=O)O 5-(3-chloro-4-fluorophenyl)-1-methyl-1H-1,2,3-triazole-4-carboxylic acid